CC1=CC=C(C2=C1OCC21CC1)OC1=CC=C(C(=N1)N)N 6-(7-methylspiro[2H-benzofuran-3,1'-cyclopropane]-4-yl)oxypyridine-2,3-diamine